C[C@@]12C[C@H](N[C@H]2C1)C(=O)O (1S,3S,5S)-5-methyl-2-azabicyclo[3.1.0]hexane-3-carboxylic acid